CC1=C(C=CC=C1C)C1=C(C=C2C(=N1)C(=NN2)C=2C=NC(=CC2)N2CCN(CC2)C)OC([2H])([2H])[2H] 5-(2,3-dimethylphenyl)-6-(methoxy-d3)-3-(6-(4-methylpiperazin-1-yl)pyridin-3-yl)-1H-pyrazolo[4,3-b]pyridine